FC1=C(C=CC(=C1)F)C1=NN=C(S1)C(=O)[O-].[Li+] lithium 5-(2,4-difluorophenyl)-1,3,4-thiadiazole-2-carboxylate